(S)-N-(3-chloro-4-fluorophenyl)-N-methyl-3-(6-methyl-4-(trifluoromethyl)pyridin-2-yl)-2-oxoimidazolidine-4-carboxamide ClC=1C=C(C=CC1F)N(C(=O)[C@H]1N(C(NC1)=O)C1=NC(=CC(=C1)C(F)(F)F)C)C